C(CC)NC(O[C@H]1C[C@H](CC1)C1=CC(=NN1)NC(CC1=C(C=CC(=C1)C)S(=O)(=O)C)=O)=O (1R,3S)-3-[3-({[5-methyl-2-(methylsulfonyl) phenyl]acetyl} amino)-1H-pyrazol-5-yl]cyclopentyl propylcarbamate